N-(4-mercaptophenyl)-2-(4-methoxyphenyl)acrylamide SC1=CC=C(C=C1)NC(C(=C)C1=CC=C(C=C1)OC)=O